N1(CCCCC1)CCOC1=CC=C(C=C1)C1CC(C(N1[SH4]OOC1=CC=C(C=C1)C)=O)C=1N(N=CC1)C 5-(4-{[2-(hexahydropyridin-1-yl)ethyl]oxy}phenyl)-1-[(4-methylphenyl)dioxy-λ6-sulfenyl]-3-(2-methylpyrazol-3-yl)pyrrolidone